2-((S)-4-(7-(8-chloro-7-fluoronaphthalen-1-yl)-8-fluoro-2-((2R,7aS)-2-fluorotetrahydro-1H-pyrrolizin-7a(5H)-ylmethoxy)quinazolin-4-yl)-1-(2-fluoroacryloyl)piperazin-2-yl)acetonitrile ClC=1C(=CC=C2C=CC=C(C12)C1=CC=C2C(=NC(=NC2=C1F)OC[C@]12CCCN2C[C@@H](C1)F)N1C[C@@H](N(CC1)C(C(=C)F)=O)CC#N)F